C1=C(OC(=C1)C(=O)OCCO)C(=O)[O-] The molecule is an ionic polymer resulting from the deprotonation of the terminal carboxy groups of poly(2,5-ethylene furandicarboxylate) polymer. The structure of the conjugated acid CHEBI:55310 is not following the current format It is a conjugate base of a poly(2,5-ethylene furandicarboxylate).